ClC1=C(C(=CC=C1)F)C1=CC(=C(N=N1)C(=O)O)NC1=CC=C(C=C1)N1C(CN(CC1)C)=O.C(C)(C)(C)C=1C(=C(C=C(C1)C(C)(C)C)CC1=C(C(=CC(=C1)C(C)(C)C)C(C)(C)C)O)O bis(3,5-di-tert-butyl-2-hydroxyphenyl)methane 6-(2-chloro-6-fluorophenyl)-4-((4-(4-methyl-2-oxopiperazin-1-yl)phenyl)amino)pyridazine-3-carboxylate